C(C)C=1C(NC=2C=C(C=NC2C1)CN1C(CC(=CC1([2H])[2H])C=1C(=NC(=CC1)C(=O)NC)F)([2H])[2H])=O 1'-((7-ethyl-6-oxo-5,6-dihydro-1,5-naphthyridin-3-yl)methyl)-2-fluoro-N-methyl-1',2',3',6'-tetrahydro-[3,4'-bipyridine]-2',2',6',6'-d4-6-carboxamide